1-ethyl-6-fluoro-7-(4-acetylpiperazin-1-yl)-3-cinnamoyl-quinolin-4(1H)-one C(C)N1C=C(C(C2=CC(=C(C=C12)N1CCN(CC1)C(C)=O)F)=O)C(C=CC1=CC=CC=C1)=O